O1C2=C(NCC1)N=CC=C2 dihydropyrido[3,2-b][1,4]oxazine